p-amino-N,N-diethyl-aniline sulfate S(=O)(=O)(O)O.NC1=CC=C(N(CC)CC)C=C1